CC=1C=C(C=C(C1OC=1C=CC2=C(CCCC(N2)=O)C1)C)N1NC(NC(C1C#N)=O)=O [3,5-dimethyl-4-[(2-oxo-1,3,4,5-tetrahydro-1-benzazepin-7-yl)oxy]phenyl]-3,5-dioxo-1,2,4-triazine-6-carbonitrile